4-(2-chloro-4-(4-methoxybenzoyl)thiophenyl)phenylbis(4-chlorophenyl)sulfonium hexafluoroantimonate F[Sb-](F)(F)(F)(F)F.ClC1=C(C=CC(=C1)SC(C1=CC=C(C=C1)OC)=O)C1=CC=C(C=C1)[S+](C1=CC=C(C=C1)Cl)C1=CC=C(C=C1)Cl